S1C=NC2=C1C=CC(=C2)NC2=CC=NC1=CC(=CC=C21)C=2C=CC(=NC2)C(=O)N2CCCCC2 (5-(4-(benzo[d]thiazol-5-ylamino)quinolin-7-yl)pyridin-2-yl)(piperidin-1-yl)methanone